COC1=CC=C(C=C1)C=1C=CC=C2C=NC(=NC12)NC1=CC(=C(C=C1)F)N1C(CNCC1)C 8-(4-(methoxy)phenyl)-N-(3-(methylpiperazin-1-yl)-4-fluorophenyl)quinazolin-2-amine